((1S,5S)-2-(dimethylamino)bicyclo[3.1.0]hexan-1-yl)methanol CN(C1[C@@]2(C[C@@H]2CC1)CO)C